C(C)(C)(C)P(C1=C(C(=CC=C1OC)OC)C1=C(C=C(C=C1C(C)C)C(C)C)C(C)C)C(C)(C)C 2-di-t-butylphosphino-3,6-dimethoxy-2',4',6'-tri-i-propyl-1,1'-biphenyl